3-amino-5-(4,4-difluorohexahydropyridin-1-yl)benzene-1-carbonitrile NC=1C=C(C=C(C1)N1CCC(CC1)(F)F)C#N